CC1=NN=C2N1N=C(C1=CC=CC=C21)C#N 3-Methyl-1,2,4-triazolo[3,4-a]phthalazine-6-carbonitrile